ClC=1C(=CC2=C3N(N=C2C1)CCOC3)\N=C\3/NC(N(C(N3CC3=C(C=C(C(=C3)F)F)F)=O)CC3=NN(C=N3)C3CC3)=O (E)-6-((8-chloro-3,4-dihydro-1H-[1,4]oxazino[4,3-b]indazol-9-yl)imino)-3-((1-cyclopropyl-1H-1,2,4-triazol-3-yl)methyl)-1-(2,4,5-trifluorobenzyl)-1,3,5-triazine-2,4-dione